[K+].C(C)O[C@H](C(=O)[O-])CC1=CC=C(C=C1)OCCN1C(=CC=C1C1=CC=C(C=C1)SC)C (S)-2-ethoxy-3-(4-(2-(2-methyl-5-(4-(methylthio)phenyl)-1H-pyrrol-1-yl)ethoxy)phenyl)propanoic acid potassium salt